NC(C(=O)N1C2=C(OCC1)C=CC(=C2)C=2N=C(NC2C2=C(C=NC=C2)C)N)(C)C 2-amino-1-(6-(2-amino-5-(3-methylpyridin-4-yl)-1H-imidazol-4-yl)-2,3-dihydro-4H-benzo[b][1,4]oxazin-4-yl)-2-methylpropan-1-one